ClC1=C(OCC(=O)OCCCOCCCC)C=CC(=C1)Cl 3-butoxypropyl (2,4-dichlorophenoxy)acetate